ClC1=C2C(=C(N=N1)NCC(C)(O)C)C=NC=C2 1-[(1-chloropyrido[3,4-d]pyridazin-4-yl)amino]-2-methyl-propan-2-ol